5-amino-8-(2,6-dimethyl-4-pyridyl)-2-[[(2R,4R)-4-hydroxypyrrolidin-2-yl]methyl]-7-phenyl-[1,2,4]triazolo[4,3-c]pyrimidin-3-one NC1=NC(=C(C=2N1C(N(N2)C[C@@H]2NC[C@@H](C2)O)=O)C2=CC(=NC(=C2)C)C)C2=CC=CC=C2